4-(4-acryloylmorpholin-2-yl)-6-chloro-N-methyl-[2,4'-bipyridine]-2'-carboxamide C(C=C)(=O)N1CC(OCC1)C1=CC(=NC(=C1)Cl)C1=CC(=NC=C1)C(=O)NC